trifluoro-methylsulfonyl (triflate) O(S(=O)(=O)C(F)(F)F)S(=O)(=O)C(F)(F)F